CC1(C(N(CCC1)CC1=CC=C(C=C1)C1=NOC(=N1)C(F)(F)F)=O)C 3,3-dimethyl-1-[[4-[5-(trifluoromethyl)-1,2,4-oxadiazol-3-yl]-phenyl]methyl]piperidin-2-one